ClC=1C=C(C=CC1F)NC1=NC=NC2=CC(=C(C=C12)NC(C=C)=O)OCCCN1CCN(CC1)CC1=CC=C(C=C1)N1C(NC(CC1)=O)=O N-(4-((3-chloro-4-fluorophenyl)amino)-7-(3-(4-(4-(2,4-dioxotetrahydropyrimidin-1(2H)-yl)benzyl)piperazin-1-yl)propoxy)quinazolin-6-yl)acrylamide